O(O)C(C)(C)C1=CC(=CC=C1)C(C)(C)OO 1,3-Bis(2-hydroperoxypropan-2-yl)benzol